ClC1=CC=C(S1)CC(=O)O 2-(5-chlorothien-2-yl)acetic acid